[8-formyl-5-methoxy-2-methyl-2-(4-methyl-2-oxopent-3-enyl)-3,4-dihydrochromen-7-yl]methyloctadecanoate C(=O)C=1C(=CC(=C2CCC(OC12)(CC(C=C(C)C)=O)C)OC)COC(CCCCCCCCCCCCCCCCC)=O